O=C1NC(=NC2=CC=C(C=C12)CSC1=CC=C(C(=O)OC)C=C1)NC(C(C)(C)C)=O methyl 4-(((4-oxo-2-pivalamido-3,4-dihydroquinazolin-6-yl)methyl)thio)benzoate